(3Z)-6,6-dihexyloxy-3-hexen-1-ol C(CCCCC)OC(C\C=C/CCO)OCCCCCC